5-(4-chlorophenyl)-2-(4-((4-fluorobenzyl)oxy)phenyl)-4-methyl-1H-imidazole ClC1=CC=C(C=C1)C1=C(N=C(N1)C1=CC=C(C=C1)OCC1=CC=C(C=C1)F)C